C(C(C)C)C1OCCC(C1)(C)OC(C)=O Acetic acid 2-isobutyl-4-methyltetrahydropyran-4-yl ester